CS(=O)(=O)OCC1CN(CCC1)C(=O)OC(C)(C)C tert-butyl 3-[(methanesulfonyloxy)methyl]piperidine-1-carboxylate